IC1=CC=C(C=C1)N1N=CC=C1 1-(4-iodophenyl)-1H-pyrazole